1-methylpyridin-1-ium trifluoroacetate FC(C(=O)[O-])(F)F.C[N+]1=CC=CC=C1